C1(CC1)C1=NC=NC(=C1C1=NN2C(C(=CC=C2)CC2=CC=C(C=C2)N2N=C(C=C2C)C(F)(F)F)=N1)OC 2-(4-cyclopropyl-6-methoxypyrimidin-5-yl)-8-(4-(5-methyl-3-(trifluoromethyl)-1H-pyrazol-1-yl)benzyl)-[1,2,4]triazolo[1,5-a]pyridine